[La].[Li] LITHIUM LANTHANUM